3-[3-(Trifluoromethyl)-4,5,6,7-tetrahydroindazol-1-yl]benzoic acid FC(C1=NN(C=2CCCCC12)C=1C=C(C(=O)O)C=CC1)(F)F